ClC=1C(=CC(=C(C1)C=1C=C(C=CC1F)CN(C(=O)C1CC1)C)O)C N-[[3-(5-chloro-2-hydroxy-4-methylphenyl)-4-fluorophenyl]methyl]-N-methylcyclopropane-carboxamide